4-(4-((1R,5S)-3,8-diazabicyclo[3.2.1]octan-3-yl)-6-fluoro-2-(((2R,7aS)-2-fluorotetrahydro-1H-pyrrolizin-7a(5H)-yl)methoxy)quinazolin-7-yl)-5-ethynylnaphthalen-2-ol [C@H]12CN(C[C@H](CC1)N2)C2=NC(=NC1=CC(=C(C=C21)F)C2=CC(=CC1=CC=CC(=C21)C#C)O)OC[C@]21CCCN1C[C@@H](C2)F